dibenzo[b,d]furan-4-yl-boric acid C1=CC=C(C=2OC3=C(C21)C=CC=C3)OB(O)O